C(C=C)OCC1C[C@H](N(C1)C(=O)OC(C)(C)C)C(=O)OCC1=CC=CC=C1 2-benzyl 1-(tert-butyl) (2S)-4-((allyloxy)methyl)pyrrolidine-1,2-dicarboxylate